(3-(prop-2-yn-1-ylthio)phenyl)methanol C(C#C)SC=1C=C(C=CC1)CO